ClC1=CC=C(S1)CNC1=CC(=NN1)C1CC2CCC(C1)N2C(=O)N2CCOCC2 N-[(5-Chlorothiophen-2-yl)methyl]-3-[8-(morpholin-4-carbonyl)-8-azabicyclo[3.2.1]octan-3-yl]-1H-pyrazol-5-amin